(3R,4R)-4-(2-(5-cyclopropyl-4-fluoro-3,3-dimethyl-2-oxoindol-1-yl)acetamido)-3-methylpentanoic acid C1(CC1)C=1C(=C2C(C(N(C2=CC1)CC(=O)N[C@@H]([C@@H](CC(=O)O)C)C)=O)(C)C)F